O=C1N(CCC(N1)=O)C1=CC=C(C=C1)C1=CCN(CC1)C(=O)OC(C)(C)C tert-butyl 4-(4-(2,4-dioxotetrahydropyrimidin-1(2H)-yl) phenyl)-5,6-dihydropyridine-1(2H)-carboxylate